2-[[(1R)-1-(3,6-dimethyl-4-oxo-2-phenyl-chromen-8-yl)ethyl]amino]-N-methylsulfonyl-benzamide CC1=C(OC2=C(C=C(C=C2C1=O)C)[C@@H](C)NC1=C(C(=O)NS(=O)(=O)C)C=CC=C1)C1=CC=CC=C1